(R)-7-(3-(2-(5-(trifluoromethyl)-1H-pyrrolo[2,3-b]pyridin-3-yl)thiazol-4-yl)phenyl)-6,7-dihydro-5H-pyrrolo[1,2-a]imidazol-7-ol FC(C=1C=C2C(=NC1)NC=C2C=2SC=C(N2)C=2C=C(C=CC2)[C@@]2(CCN1C2=NC=C1)O)(F)F